1-(4-aminopyridin-2-yl)-2-methylpropan-2-ol NC1=CC(=NC=C1)CC(C)(O)C